N-(4-(pyrrolidin-1-yl)benzyl)pyridin-4-amine N1(CCCC1)C1=CC=C(CNC2=CC=NC=C2)C=C1